OC=1C=C2C=CC=C(C2=CC1)C1=C2C(=NC(=C1C)N1CC3(CN(C3)C(C=C)=O)CC1)CC(OC2)(C)C (P)-1-(6-(4-(6-hydroxy-1-naphthalenyl)-3,7,7-trimethyl-7,8-dihydro-5H-pyrano[4,3-b]pyridin-2-yl)-2,6-diazaspiro[3.4]octan-2-yl)-2-propen-1-one